6-tert-butyl-10-methoxy-9-[2-(3-methoxyazetidin-1-yl)thiazol-5-yl]-2-oxo-6,7-dihydro-2H-pyrido[2,1-a]isoquinoline-3-carboxylic acid C(C)(C)(C)C1N2C(C3=CC(=C(C=C3C1)C1=CN=C(S1)N1CC(C1)OC)OC)=CC(C(=C2)C(=O)O)=O